C(C1=CC=CC=C1)OC=1C=C(C=CC1)[C@](C)(C1CC1)B1OC(C(O1)(C)C)(C)C 2-[(1R)-1-[3-(benzyloxy)phenyl]-1-cyclopropylethyl]-4,4,5,5-tetramethyl-1,3,2-dioxaborolan